C(#N)C=1N=C2N(C(=NC=C2C2=C(C=C(C=C2)CN(C)C)C)N(C(OC(C)(C)C)=O)CC2=C(C=CC3=C2C(CO3)=O)F)C1 tert-butyl (2-cyano-8-(4-((dimethylamino)methyl)-2-methylphenyl)imidazo[1,2-c]pyrimidin-5-yl)((5-fluoro-3-oxo-2,3-dihydrobenzofuran-4-yl)methyl)carbamate